phenyl-benzodioxole C1(=CC=CC=C1)C1OC2=C(O1)C=CC=C2